N-heptanoyl-Methionine C(CCCCCC)(=O)N[C@@H](CCSC)C(=O)O